N,N-dimethyl-4-(2-(1-(1-(5-propylpyrimidin-2-yl)piperidin-4-yl)ethoxy)imidazo[2,1-b][1,3,4]thiadiazol-6-yl)benzamide CN(C(C1=CC=C(C=C1)C=1N=C2SC(=NN2C1)OC(C)C1CCN(CC1)C1=NC=C(C=N1)CCC)=O)C